CC1(CN(C2=CC=CC=C12)C=1C2=C(N=CN1)SC(=N2)C(=O)NC2CCOCC2)CCNC 7-[3-methyl-3-[2-(methylamino)ethyl]indolin-1-yl]-N-tetrahydropyran-4-yl-thiazolo[5,4-d]pyrimidine-2-carboxamide